calcium bis(trimethylsilyl)amide C[Si](C)(C)[N-][Si](C)(C)C.[Ca+2].C[Si](C)(C)[N-][Si](C)(C)C